methoxy-N-(5-methyl-1H-pyrazol-3-yl)-6-(piperidin-1-yl)pyrimidin-4-amine COC1=NC(=CC(=N1)NC1=NNC(=C1)C)N1CCCCC1